ClC=1C(=C2C=3C(=C4C(=NC3C1)C1=CC3=C(C(N1C4)=O)COC([C@]3(O)CC)=O)C(CC2)NC(C)=O)C N-((9S)-5-chloro-9-ethyl-9-hydroxy-4-methyl-10,13-dioxo-2,3,9,10,13,15-hexahydro-1H,12H-benzo[de]pyrano[3',4':6,7]indolizino[1,2-b]quinolin-1-yl)acetamide